CC(C/C=C/C(=O)OCC)C=O (E)-ethyl 5-methyl-6-oxohex-2-enoate